2-(3-bromophenyl)-3-methyl-N-[(methylcarbamothioyl)amino]cyclopropane-1-carboxamide BrC=1C=C(C=CC1)C1C(C1C)C(=O)NNC(NC)=S